benzo[d][1,3,2]dioxaborolan-2-thiol O1B(OC2=C1C=CC=C2)S